5-((5-hydroxy-1,3,4-thiadiazol-2-yl)amino)-6-(4-methoxyphenyl)-2,3-diphenylpyrazolo[1,5-a]pyrimidin-7(4H)-one OC1=NN=C(S1)NC=1NC=2N(C(C1C1=CC=C(C=C1)OC)=O)N=C(C2C2=CC=CC=C2)C2=CC=CC=C2